ClC1=NC2=CC(=C(C=C2C(=N1)NC1CCN(CC1)CCC)OC)OCCCN1CCCC1 2-chloro-6-methoxy-N-(1-propylpiperidin-4-yl)-7-(3-(pyrrolidin-1-yl)propoxy)quinazoline-4-amine